N1CC(C1)OC=1C=C(C(=NC1)N1C(N(C=2C=NC=3C=C(C(=CC3C21)C=2C=NN(C2)C)OC)C)=O)F 1-[5-(Azetidin-3-yloxy)-3-fluoropyridin-2-yl]-7-methoxy-3-methyl-8-(1-methyl-1H-pyrazol-4-yl)-1,3-dihydroimidazo[4,5-c]-quinolin-2-one